C1(=CC(=CC=C1)NS(=O)(=O)C1=CC2=NC(C(N=C2C=C1)=O)=O)C N-(m-tolyl)-2,3-dioxo-quinoxaline-6-sulfonamide